(2R,4S,5R,6R)-2-((5-carboxypentyl)oxy)-6-((1R,2R)-3-(2-(4-chlorophenyl)acetamido)-1,2-dihydroxypropyl)-4-hydroxy-5-(2-hydroxyacetamido)tetrahydro-2H-pyran-2-carboxylic acid C(=O)(O)CCCCCO[C@]1(O[C@H]([C@@H]([C@H](C1)O)NC(CO)=O)[C@@H]([C@@H](CNC(CC1=CC=C(C=C1)Cl)=O)O)O)C(=O)O